tert-butyl 4-((3-(4-decylphenyl)-1,2,4-oxadiazol-5-yl)methyl)piperazine-1-carboxylate C(CCCCCCCCC)C1=CC=C(C=C1)C1=NOC(=N1)CN1CCN(CC1)C(=O)OC(C)(C)C